C(=O)(O)C1=C(C=CC=C1)S(=O)(=O)O carboxyphenylsulfonic acid